FC1=C2CC3(CCNCC3)[C@@H](C2=C(C=C1)F)N (1S)-4,7-difluoro-1,3-dihydrospiro[indene-2,4'-piperidin]-1-amine